(2-(2-(8-(2-(2-(4-(6-((5-((2-Chloro-6-Methylphenyl)Carbamoyl)Thiazol-2-yl)Amino)-2-Methylpyrimidin-4-yl)Piperazin-1-yl)Ethoxy)Ethoxy)Naphthalen-2-yl)Thiazol-4-yl)Acetyl)Glycine ClC1=C(C(=CC=C1)C)NC(=O)C1=CN=C(S1)NC1=CC(=NC(=N1)C)N1CCN(CC1)CCOCCOC=1C=CC=C2C=CC(=CC12)C=1SC=C(N1)CC(=O)NCC(=O)O